CC1(N(C(CCC1)(C)C)OC=C(C(=O)[O-])C)C 2,2,6,6-tetramethylpiperidinyl-oxymethacrylate